COC1=C(C=CC(=C1)C1=NN=CN1C)NC=1N=C(C2=C(N1)NC=C2C#N)NC2CCOCC2 2-((2-methoxy-4-(4-methyl-4H-1,2,4-triazol-3-yl)phenyl)amino)-4-((tetrahydro-2H-pyran-4-yl)amino)-7H-pyrrolo[2,3-d]pyrimidine-5-carbonitrile